C1(CCCCC1)C=1C(=O)CC(CC1C)(C)C cyclohexyl-isophorone